1-(2-chloro-6-fluorobenzyl)-3-methyl-N-((5-nitrobenzofuran-2-yl)methyl)-2-oxo-1,2,3,4-tetrahydroquinazoline-7-carboxamide ClC1=C(CN2C(N(CC3=CC=C(C=C23)C(=O)NCC=2OC3=C(C2)C=C(C=C3)[N+](=O)[O-])C)=O)C(=CC=C1)F